Acryloylmorpholin C(C=C)(=O)N1CCOCC1